(-)-(1R,3r,4s,8r)-menthane-3,9-diol [C@@H]1(C[C@H]([C@@H](CC1)[C@H](CO)C)O)C